N-phenylpyrene-1-amine C1(=CC=CC=C1)NC1=CC=C2C=CC3=CC=CC4=CC=C1C2=C34